N1N=NN=C1C1=CC=C(C=N1)[C@@H]1CC2(CC(C2)(F)F)CCN1CC1=C2C=CNC2=C(C=C1OC)C |r| (SR)-6-(6-(1H-tetrazol-5-yl)pyridin-3-yl)-2,2-difluoro-7-((5-methoxy-7-methyl-1H-indol-4-yl)methyl)-7-azaspiro[3.5]nonane